n-butyl-1,2-benzothiazolin-3-one C(CCC)C1=CC=CC2=C1C(NS2)=O